N-[4-(3-Cyanophenyl)-5-(4-methyl-1H-indazol-6-yl)thiazol-2-yl]-2-oxa-6-azaspiro[3.3]heptane-6-carboxamide C(#N)C=1C=C(C=CC1)C=1N=C(SC1C1=CC(=C2C=NNC2=C1)C)NC(=O)N1CC2(COC2)C1